BrC=1C=C(C=CC1)N1CCN(CC1)CC=1OC(=CC1)[N+](=O)[O-] 1-(3-Bromophenyl)-4-[(5-nitrofuran-2-yl)methyl]piperazine